C(C1=C(C(=O)[O-])C(C(=O)[O-])=C(C(=O)[O-])C(C(=O)[O-])=C1C(=O)[O-])(=O)OCCCCCC(CCCC)CCCC di(n-butyl)(n-hexyl) mellitate